1-isopropyl-3-(4-(6-oxo-1,4,5,6-tetrahydropyridazin-3-yl)phenyl)guanidine C(C)(C)NC(=N)NC1=CC=C(C=C1)C1=NNC(CC1)=O